CC1=NN=C2COCC3=C(N21)C=CC=C3C(C)C3=CC=CC=C3 1-methyl-7-(1-phenylethyl)-4H,6H-benzo[e][1,2,4]triazolo[3,4-c][1,4]oxazepine